S(CCC(=O)OCCCCCCCCCCCC)CCC(=O)OCCCCCCCCCCCC bisdodecyl 3,3'-thiodipropionate